3-[(2-chloro-5-fluorophenyl)methoxy]-5-(4,4,5,5-tetramethyl-1,3,2-dioxaborolan-2-yl)pyridin-2-amine ClC1=C(C=C(C=C1)F)COC=1C(=NC=C(C1)B1OC(C(O1)(C)C)(C)C)N